C(C)C=1C(=NC=C(C1)NC(C(=O)N1[C@H](CC[C@@H](C1)C)C=1C=CC2=C(N=C(S2)C2CN(C(C2)(C)C)C)C1)=O)NC(OC(C)(C)C)=O tert-butyl (3-ethyl-5-(2-((2R,5S)-5-methyl-2-(2-(1,5,5-trimethylpyrrolidin-3-yl)benzo[d]thiazol-5-yl)piperidin-1-yl)-2-oxoacetamido)pyridin-2-yl)carbamate